[Si](C)(C)(C(C)(C)C)OCC(OC=1C=2N(C=C(C1)C=1N=NN(C1C)[C@@H]1[C@@H](CN(CC1)C(=O)OC(C)(C)C)O)N=CC2)C2=NC=C(C=C2)F tert-Butyl (3R,4S)-4-[4-[4-[2-[tert-butyl (dimethyl)silyl]oxy-1-(5-fluoro-2-pyridyl) ethoxy] pyrazolo[1,5-a]pyridin-6-yl]-5-methyl-triazol-1-yl]-3-hydroxy-piperidine-1-carboxylate